N-(4-cyanobenzyl)-8-((1-(N-hydroxysulfamoyl)cyclopropyl)methoxy)-1-methyl-2-oxo-1,2-dihydropyrido[2,3-d]pyridazine-3-carboxamide C(#N)C1=CC=C(CNC(=O)C2=CC=3C(=C(N=NC3)OCC3(CC3)S(NO)(=O)=O)N(C2=O)C)C=C1